octynol CCCCCCC#CO